OB1OCC2=C1C=C(C=C2)C(=O)N[C@@H](CC2=CC=CC=C2)C(=O)OC Methyl (1-hydroxy-1,3-dihydrobenzo[c][1,2]oxaborole-6-carbonyl)-L-phenylalaninate